Cl.C(C)NCC=1NC2=C(C(=NC=3C=C(C=CC23)C2=NNC=C2)N)N1 2-[(ethylamino)methyl]-7-(1H-pyrazol-3-yl)-1H-imidazo[4,5-c]quinolin-4-amine hydrochloride